C(C=1C(O)=CC=CC1)=NCCCN=CC=1C(O)=CC=CC1 N,N'-disalicylidene-1,3-diaminopropane